(1R,2S,3R,5R)-3-(4-(methylamino)-7H-pyrrolo[2,3-d]pyrimidin-7-yl)-5-(((morpholin-2-ylmethyl)amino)methyl)cyclopentane-1,2-diol CNC=1C2=C(N=CN1)N(C=C2)[C@H]2[C@@H]([C@@H]([C@H](C2)CNCC2CNCCO2)O)O